FC1=C(C(=CC=C1)OC)C1=NC=CC2=C1CN(C2=O)C2=NC(=NC(=C2)C)N[C@@H]2CNC[C@@H]2O 4-(2-fluoro-6-methoxyphenyl)-2-(2-(((3r,4s)-4-hydroxypyrrolidin-3-yl)amino)-6-methylpyrimidin-4-yl)-2,3-dihydro-1H-pyrrolo[3,4-c]pyridin-1-one